COC1=CC=C(C=C1)C=1C(NC(C1C1=CC=C(C=C1)OC)=O)=O 3,4-bis(4-methoxyphenyl)-1H-pyrrole-2,5-dione